COC1=C(C=CC(=C1)S(N)(=O)=O)NCC#CC=1N(C2=CC=CC(=C2C1)NC1CCN(CC1)CC(COC(CC)=O)OC(CC)=O)CC(F)(F)F 1-{4-[(2-{3-[(2-methoxy-4-sulfamoylphenyl)amino]prop-1-yn-1-yl}-1-(2,2,2-trifluoroethyl)-1H-indol-4-yl)amino]piperidin-1-yl}-3-(propanoyloxy)propan-2-ylpropanoate